ethyl 2-(4-oxothiochroman-3-yl)-2-oxoacetate O=C1C(CSC2=CC=CC=C12)C(C(=O)OCC)=O